FC1(CCN(CC1)CC1=CC2=C(C(N(C=C2C(F)(F)F)C2=CC(=CC=C2)C2(CCC2)C2=NN=CN2C)=O)N1)F 2-[(4,4-difluoro-1-piperidinyl)methyl]-6-[3-[1-(4-methyl-1,2,4-triazol-3-yl)cyclobutyl]phenyl]-4-(trifluoromethyl)-1H-pyrrolo[2,3-c]pyridin-7-one